lithio 5-{2'-chloro-3'-fluoro-5'-methoxy-6-methyl-[4,4'-bipyridine]-3-amido}-1,3,4-thiadiazole-2-carboxylate ClC1=NC=C(C(=C1F)C1=C(C=NC(=C1)C)C(=O)NC1=NN=C(S1)C(=O)O[Li])OC